FC(C(F)(F)[Si](C)(C)C)(C(F)(F)F)F (heptafluoropropyl)trimethylsilane